C[Ti](NCCCCCCCC)(C1(C(=C(C(=C1)C)C)C)C)[SiH2]C1=CC=CC=C1 methylphenylsilyl-(tetramethylcyclopentadienyl)(n-octylamino)titanium